3-(Difluoromethyl)-1-(7-(8-ethyl-7-fluoro-3-hydroxynaphthalen-1-yl)-6,8-difluoro-2-(((2R,7aS)-2-fluorotetrahydro-1H-pyrrolizin-7a(5H)-yl)methoxy)quinazolin-4-yl)piperidin-3-ol FC(C1(CN(CCC1)C1=NC(=NC2=C(C(=C(C=C12)F)C1=CC(=CC2=CC=C(C(=C12)CC)F)O)F)OC[C@]12CCCN2C[C@@H](C1)F)O)F